CC=1N=CN(C1)CC1=CC(=NC(=C1)C(F)(F)F)N1C(C2=CC(=CC=C2C1)C1(COC1)CC1=NN=CN1C)=O 2-(4-((4-Methyl-1H-imidazol-1-yl)methyl)-6-(trifluoromethyl)pyridin-2-yl)-6-(3-((4-methyl-4H-1,2,4-triazol-3-yl)methyl)oxetan-3-yl)isoindolin-1-one